zirconium (IV) dichloride [Cl-].[Cl-].[Zr+4]